tert-butyl (12aR)-10-chloro-9-(5-methyl-1H-indazol-4-yl)-6-oxo-3,4,12,12a-tetrahydro-6H-pyrazino[2,1-c][1,4]benzoxazepine-2(1H)-carboxylate ClC1=C(C=CC=2C(N3[C@@H](COC21)CN(CC3)C(=O)OC(C)(C)C)=O)C3=C2C=NNC2=CC=C3C